N-[(4-cyclopropyl-3-fluorophenyl)(phenyl)methyl]-1-{2-[4-(dimethylamino)-1H-1,2,3-triazol-1-yl]acetyl}-4-fluoropyrrolidine-2-carboxamide C1(CC1)C1=C(C=C(C=C1)C(NC(=O)C1N(CC(C1)F)C(CN1N=NC(=C1)N(C)C)=O)C1=CC=CC=C1)F